Cl.NCCCCCC(=O)N1CC[C@@H](C2=CC=CC=C12)C(=O)N[C@H]1C(NC(CC1)=O)=O (4S)-1-(6-aminohexanoyl)-N-[(3R)-2,6-dioxo-3-piperidyl]-3,4-dihydro-2H-quinoline-4-carboxamide hydrochloride salt